COCCOCCOCCOC1=CC=C(C=C1)C(CC(C)(C)C)(C)C 1-{2-[2-(2-methoxyethoxyl)ethoxy]ethoxy}-4-(1,1,3,3-tetramethylbutyl)benzene